4-(5-(2-methoxypyrimidin-5-yl)-7H-pyrrolo[2,3-d]pyrimidin-4-yl)morpholine COC1=NC=C(C=N1)C1=CNC=2N=CN=C(C21)N2CCOCC2